C(C)(C)(C)OC(=O)N1C2(CC2)CC(CC1)O 7-hydroxy-4-azaspiro[2.5]octane-4-carboxylic acid tert-butyl ester